ClC=1C=NC(=NC1)N1CCC(CC1)CCCOC1=CC(=C(C=C1)CC(=O)N1CC2(C1)C(CC2)NC[C@@H]([C@H]([C@@H]([C@@H](CO)O)O)O)O)F 2-(4-(3-(1-(5-chloropyrimidin-2-yl)piperidin-4-yl)propoxy)-2-fluorophenyl)-1-(5-(((2S,3R,4R,5R)-2,3,4,5,6-pentahydroxyhexyl)amino)-2-azaspiro[3.3]heptan-2-yl)ethan-1-one